O=CCN1CCN(CC1)C1CCCC1 2-oxoethyl-4-cyclopentylpiperazine